3-[2-[2-[[2-[2,6-bis(oxidanylidene)piperidin-3-yl]-1-oxidanylidene-3H-isoindol-5-yl]oxy]ethoxy]ethoxy]propanoic acid TFA salt OC(=O)C(F)(F)F.O=C1NC(CCC1N1C(C2=CC=C(C=C2C1)OCCOCCOCCC(=O)O)=O)=O